C[C@@H]1NCC[C@H](C1)OC=1C=C2CN(C(C2=CC1)=O)C1C(NC(CC1)=O)=O 3-[5-[[(2S,4R)-2-methyl-4-piperidyl]oxy]-1-oxo-isoindolin-2-yl]piperidine-2,6-dione